(4S)-10-(2-cyclopropyl-1-hydroxyethyl)-4-ethyl-8-fluoro-4-hydroxy-11-methyl-1,12-dihydro-14H-pyrano[3',4':6,7]indolizino[2,1-b]quinoline-3,6,14(4H,11H)-trione C1(CC1)CC(O)C=1C=C(C=C2C(C3=C(N(C12)C)CN1C(C2=C(C=C13)[C@@](C(OC2)=O)(O)CC)=O)=O)F